2-(3-bromo-2,2-bis(((1,1,1,3,3,3-hexafluoro-2-(trifluoromethyl)propan-2-yl)oxy)methyl)propoxy)-1,1,1,3,3,3-hexafluoro-2-(trifluoromethyl)propane BrCC(COC(C(F)(F)F)(C(F)(F)F)C(F)(F)F)(COC(C(F)(F)F)(C(F)(F)F)C(F)(F)F)COC(C(F)(F)F)(C(F)(F)F)C(F)(F)F